1,2-dihydroxycyclohexylamine OC1(C(CCCC1)O)N